6-chloro-4-fluoro-1H-pyrrolo[2,3-b]Pyridine ClC1=CC(=C2C(=N1)NC=C2)F